FC1=C(C=C(C=C1F)OC)C1CCC2(CN(C2)C(=O)C2CC(C2)(C)O)CC1 (7-(2,3-difluoro-5-methoxyphenyl)-2-azaspiro[3.5]non-2-yl)((1s,3s)-3-hydroxy-3-methylcyclobutyl)methanone